3-(4-(1-((tert-Butoxycarbonyl)(methyl)amino)butyl)phenyl)propanoic acid ethyl ester C(C)OC(CCC1=CC=C(C=C1)C(CCC)N(C)C(=O)OC(C)(C)C)=O